C(CCCCCCCCCCCCCCCCCCCCC)C1C(=O)OC(C1)=O docosyl-succinic anhydride